N1(CCCCC1)CCCN1C=C2CCC3=C(C2=C1)N1C(S3)=NC(=C1)C1=CC=C(N)C=C1 4-{2-[3-(piperidin-1-yl)propyl]-4,5-dihydro-2H-imidazo[2',1':2,3][1,3]thiazolo[4,5-e]isoindol-8-yl}aniline